1-(2-fluoro-4-nitrophenyl)-4-(3-(piperidin-4-yl)propyl)piperidine FC1=C(C=CC(=C1)[N+](=O)[O-])N1CCC(CC1)CCCC1CCNCC1